(S)-9-(3,3-Dimethyl-2-oxobutyl)-2-((R)-3-methylmorpholin-4-yl)-8-trifluoromethyl-6,7,8,9-tetrahydro-pyrimido[1,2-a]-pyrimidin-4-one CC(C(CN1[C@@H](CCN2C1=NC(=CC2=O)N2[C@@H](COCC2)C)C(F)(F)F)=O)(C)C